5-(4-fluoro-3-methyl-6-oxo-2-(trifluoromethyl)-3,6-dihydrochromeno[7,8-d]imidazol-8-yl)picolinonitrile FC1=CC=2C(C=C(OC2C2=C1N(C(=N2)C(F)(F)F)C)C=2C=CC(=NC2)C#N)=O